N-(3-((2-((3-methyl-1-(8-methyl-8-azabicyclo[3.2.1]octan-3-yl)-1H-pyrazol-4-yl)amino)-5-(trifluoromethyl)pyrimidin-4-yl)amino)propyl)cyclobutanecarboxamide CC1=NN(C=C1NC1=NC=C(C(=N1)NCCCNC(=O)C1CCC1)C(F)(F)F)C1CC2CCC(C1)N2C